O[C@H]1[C@@H]([C@@H]2[C@@H](OC[C@H](CC2)C2=CC=C(C(=O)OCC)C=C2)C1)\C=C\[C@H](COC1=CC=CC=C1)O Ethyl 4-{(3R,5aR,6R,7R,8aS)-7-hydroxy-6-[(1E,3R)-3-hydroxy-4-phenoxy-1-buten-1-yl]octahydro-2H-cyclopenta[b]oxepin-3-yl}benzoate